C(C)(=O)N1CCN(CC1)C1=C2C=CC(=NC2=CC(=C1)S(NC1(CC1)C)(=O)=O)NC(=O)C12CC2C1 N-(5-(4-acetylpiperazin-1-yl)-7-(N-(1-methylcyclopropyl)sulfamoyl)quinolin-2-yl)bicyclo[1.1.0]butane-1-carboxamide